NC=1C=2C(=C3N(C2C(=C(C1)Cl)Cl)CCN(C3)C(CO)=O)C=3C=NNC3 1-(9-amino-6,7-dichloro-10-(1H-pyrazol-4-yl)-3,4-dihydropyrazino[1,2-a]indol-2(1H)-yl)-2-hydroxyethan-1-one